P(=O)(O)(O)O.C1(C)=NC=CC=2C3=CC=C(OC)C=C3NC12 harmine-phosphate